[2-(7-Fluoro-4-methoxy-2-methyl-indol-1-yl)-ethyl]-{6-[4-(1H-imidazol-4-yl)-phenyl]-pyrimidin-4-yl}-amin FC=1C=CC(=C2C=C(N(C12)CCNC1=NC=NC(=C1)C1=CC=C(C=C1)C=1N=CNC1)C)OC